C(CCCCCCCC)=O Pelargonaldehyd